NC=1SC=C(N1)C=1N=NN(C1)[C@@H]1[C@H]([C@@H](SC2=CC(=C(C=C2)Cl)Cl)O[C@@H]([C@@H]1O)CO)OCC(F)(F)F 3,4-dichlorophenyl 3-[4-(2-aminothiazol-4-yl)-1H-1,2,3-triazol-1-yl]-3-deoxy-2-O-(2,2,2-trifluoroethyl)-1-thio-alpha-D-galactopyranoside